C(C1=CN=CC=C1)(=O)O.C(N)(=O)C1=CC=C2C=CC(=CC2=C1NCC(=C)C#N)C1=CC=CC(=N1)C(=O)NC1CCC(CC1)N(C)C 6-{7-carbamoyl-8-[(2-cyano-2-methylideneethyl)amino]naphthalen-2-yl}-N-[(1S,4S)-4-(dimethylamino)cyclohexyl]pyridine-2-carboxamide NICOTINATE